2,7-Octandiol CC(CCCCC(C)O)O